ClC1=C(C=C(C=C1C(F)(F)F)C(F)(F)F)I 2-chloro-1-iodo-3,5-bis(trifluoromethyl)benzene